ClC1=C2C(=NC=3C=C(C(=CC13)O)OC)CCC2 9-chloro-6-methoxy-1H,2H,3H-cyclopenta[b]quinolin-7-ol